BrC1=CC=2C=3N(C(=NC2C=C1)NCC1=CC(=CC(=C1)OC)OC)C=NN3 9-bromo-N-(3,5-dimethoxybenzyl)-[1,2,4]triazolo[4,3-c]quinazolin-5-amine